C(C)(C)(C)OC(=O)N[C@H](C(=O)O)CC1=CC=C(C=C1)OC1=CC=NC=C1 (S)-2-((tert-Butoxycarbonyl)amino)-3-(4-(pyridin-4-yloxy)phenyl)propanoic acid